2-(4-fluorophenyl)piperidine-1-carboxylate FC1=CC=C(C=C1)C1N(CCCC1)C(=O)[O-]